ClC1=C(NC2=NOC3=C2C=CC(=C3)Cl)C=CC=C1C1=CC=CC=C1 3-(2-chloro-3-phenylanilino)-6-chlorobenzoisoxazole